Ethyl-5-(3-chlorobenzyl)-3-((2,4-dimethylthiazole-5-carboxamido)methyl)-4,5-dihydroisoxazole C(C)C1C(=NOC1CC1=CC(=CC=C1)Cl)CNC(=O)C1=C(N=C(S1)C)C